The molecule is a member of benzamides. It has a role as a fluorochrome. It derives from a dapoxyl (2-aminoethyl)sulfonamide. CN(C)C1=CC=C(C=C1)C2=CN=C(O2)C3=CC=C(C=C3)S(=O)(=O)NCCNC(=O)C4=C(C(=C(C(=C4F)F)F)F)F